1-(2-(2,6-difluorobenzyl)-4,6-dimethylphenoxy)propan FC1=C(CC2=C(OCCC)C(=CC(=C2)C)C)C(=CC=C1)F